C(C)(C)C1(C(C=CC=C1)NC1=CC(=CC=C1)OC1=CC(=CC=C1)C1=NC=CC=C1)N 1-isopropyl-N2-(3-(3-(pyridin-2-yl)phenoxy)phenyl)benzene-1,2-diamine